N',N4-dimethylterephthalamide CN(C(C1=CC=C(C(=O)N)C=C1)=O)C